CN1C(NC2=C1C(=CC=C2)C2CN(C2)C(=O)OC(C)(C)C)=O tert-butyl 3-(3-methyl-2-oxo-1H-benzimidazol-4-yl)azetidine-1-carboxylate